((s)-3-Cyclopropyl-1-oxo-1-(((s)-3-oxo-1-((s)-2-oxopyrrolidin-3-yl)-4-(2,3,5,6-tetrafluorophenoxy)butan-2-yl)amino)propan-2-yl)-1H-indole-2-carboxamide C1(CC1)C[C@@H](C(N[C@@H](C[C@H]1C(NCC1)=O)C(COC1=C(C(=CC(=C1F)F)F)F)=O)=O)N1C(=CC2=CC=CC=C12)C(=O)N